3-(tert-butyl) 4-methyl (4S,5R)-5-methyl-1,2,3-oxathiazolidine-3,4-dicarboxylate-2,2-dioxide C[C@@H]1[C@H](N(S(O1)(=O)=O)C(=O)OC(C)(C)C)C(=O)OC